6-AMINOPYRAZINE-2-BORONIC ACID NC1=CN=CC(=N1)B(O)O